CC(C)[C@@H](C(=O)O)NC(=O)OCC1C2=CC=CC=C2C3=CC=CC=C13 N-alpha-(9-fluorenylmethyloxycarbonyl)-L-valine